O=C1N(C(CC1)=O)C(C(=O)[O-])ONC(=O)OC(C)(C)C 2,5-dioxopyrrolidin-1-yl-2-(tert-butoxycarbonylaminooxy)acetate